N-[(3S,4S)-3-methyl-1-(tetrahydro-2H-pyran-4-yl)-4-piperidyl]-6-[3-(4-cyano-5-fluoro-2-anisidino)-1-propynyl]-1-(2,2,2-trifluoroethyl)-1H-1,3-benzimidazole-4-carboxamide C[C@H]1CN(CC[C@@H]1NC(=O)C1=CC(=CC=2N(C=NC21)CC(F)(F)F)C#CCNC=2C(OC)=CC(=C(C2)C#N)F)C2CCOCC2